C(C)OC1=C(C=C2CCN(C(C2=C1)CCC=1C2=C(SC1)C=CC(=C2)C#N)C(=O)N2CCOCC2)OC 3-(2-(7-ethoxy-6-methoxy-2-(morpholin-4-carbonyl)-1,2,3,4-tetrahydroisoquinolin-1-yl)ethyl)benzo[b]thiophene-5-nitrile